C1(CCCCC1)OC(CC)=O CYCLOHEXYLPROPANOATE